3-(2-amino-[1,2,4]triazolo[1,5-a]pyridin-7-yl)-2-fluoro-6-methyl-N-(3-methyl-3-phenylbutyl)benzamide NC1=NN2C(C=C(C=C2)C=2C(=C(C(=O)NCCC(C)(C3=CC=CC=C3)C)C(=CC2)C)F)=N1